tert-butyl-2-(4,4-difluorocyclohexyl)-4-(1-methyl-1H-pyrazol-3-yl)-5,8-dihydropyrido[3,4-d]pyrimidine C(C)(C)(C)C1C=NCC=2N=C(N=C(C21)C2=NN(C=C2)C)C2CCC(CC2)(F)F